FC(OC1=CC(=NN1)NC1=NC(=CN=C1)O[C@H](C(F)(F)F)C=1C=NC=CC1)F (S)-N-(5-(difluoromethoxy)-1H-pyrazol-3-yl)-6-(2,2,2-trifluoro-1-(pyridin-3-yl)ethoxy)pyrazin-2-amine